1-(5-(4-methylpiperazin-1-yl)pyridine-2-yl)guanidine CN1CCN(CC1)C=1C=CC(=NC1)NC(=N)N